ClC1=CC=C2C(=NC(N(C2=C1C)C1=CC=CC=C1)=O)N(C)C 7-Chloro-4-(dimethylamino)-8-methyl-1-phenylquinazolin-2(1H)-one